((3-(hydroxymethyl)pyridin-2-yl)methyl)carbamic acid tert-butyl ester C(C)(C)(C)OC(NCC1=NC=CC=C1CO)=O